N-((1r,4r)-4-((5-(imidazo[1,2-a]pyridin-6-yl)-4-methoxy-7H-pyrrolo[2,3-d]pyrimidin-2-yl)amino)-1-methylcyclohexyl)acetamide N=1C=CN2C1C=CC(=C2)C2=CNC=1N=C(N=C(C12)OC)NC1CCC(CC1)(C)NC(C)=O